rel-(S)-2-allyl-6-((1-methyl-1H-indazol-5-yl)amino)-1-(6-((1-methylazepan-4-yl)oxy)pyridin-2-yl)-1,2-dihydro-3H-pyrazolo[3,4-d]pyrimidin-3-one C(C=C)N1N(C2=NC(=NC=C2C1=O)NC=1C=C2C=NN(C2=CC1)C)C1=NC(=CC=C1)O[C@@H]1CCN(CCC1)C |o1:31|